N-[[2-(trifluoromethyl)tetrahydropyran-4-ylidene]amino]carbamic acid tert-butyl ester C(C)(C)(C)OC(NN=C1CC(OCC1)C(F)(F)F)=O